BrCC(CCl)Br 1,2-DIBROMO-3-CHLOROPROPANE